FC(OC1=NN(C(=C1)C)C1=NC(=CC=C1C(C)O)N1C=NC2=C1C=CC(=C2)NC=2N=NC(=CC2)C(F)F)F 1-[2-[3-(difluoromethoxy)-5-methylpyrazol-1-yl]-6-[5-[[6-(difluoromethyl)pyridazin-3-yl]amino]benzimidazol-1-yl]pyridin-3-yl]ethanol